ClC1=CC=C(OCC(=O)NC2C(CN(CC2)CCOC2=CC=C(C=C2)Cl)F)C=C1 2-(4-chlorophenoxy)-N-(1-(2-(4-chlorophenoxy)ethyl)-3-fluoropiperidin-4-yl)acetamide